1-benzyl-3-[(4-methoxyphenyl)methyl]-6-(trifluoromethyl)-pyrimidine-2,4-dione C(C1=CC=CC=C1)N1C(N(C(C=C1C(F)(F)F)=O)CC1=CC=C(C=C1)OC)=O